C1(CC1)C=1C=CC(=NC1)CN1C=CC2=CC=CC(=C12)C(=O)NC1(CC1)C12CC(C1)(C2)C(=O)O 3-(1-(1-((5-cyclopropylpyridin-2-yl)methyl)-1H-indole-7-carboxamido)cyclopropyl)bicyclo[1.1.1]pentane-1-carboxylic acid